OC[C@H]1CN(C[C@@H]1C(F)(F)F)C(=O)OC(C)(C)C |r| (±)-(3R,4R)-tert-butyl 3-(hydroxymethyl)-4-(trifluoromethyl)pyrrolidine-1-carboxylate